C(CC)NC(=O)C1=CC=CC(=N1)C(=O)[O-] 6-(propylcarbamoyl)picolinate